N-(2-aminoethyl)-5-isoquinolinesulfonamide NCCNS(=O)(=O)C=1C=2C=CN=CC2C=CC1